4-(3-((4-(1H-imidazol-4-yl)phenoxy)methyl)phenyl)-1-methylpiperazin-2-one N1C=NC(=C1)C1=CC=C(OCC=2C=C(C=CC2)N2CC(N(CC2)C)=O)C=C1